allyl-diethyl-octyl-ammonium C(C=C)[N+](CCCCCCCC)(CC)CC